CSCCC1C(NC(N1)=O)=O 5-(beta-methylmercapto-ethyl)hydantoin